(E)-4-(dimethylamino)-1-(10-((4-(thiazol-2-ylmethoxy)phenyl)amino)-2,3-dihydro-4H-[1,4]oxazino[2,3-f]quinazolin-4-yl)but-2-en-1-one CN(C/C=C/C(=O)N1CCOC2=C3C(=NC=NC3=CC=C21)NC2=CC=C(C=C2)OCC=2SC=CN2)C